FC(C(=O)O)C1=CC(=CC=C1)C(F)(F)F α-fluoro-3-(trifluoromethyl)-benzeneacetic acid